S(=O)(=O)(C1=CC=C(C)C=C1)NN=CC1(COC1)NC(OC(C)(C)C)=O tert-butyl (3-((2-tosylhydrazono)methyl)oxetan-3-yl)carbamate